8-(methylamino)imidazolo[1,2-b]pyridazine-3-carboxamide CNC=1C=2N(N=CC1)C(=CN2)C(=O)N